[4-Cyclopropylamino-2-(methylsulfanyl)pyrimidine-5-yl]methanol C1(CC1)NC1=NC(=NC=C1CO)SC